3-(1,3-Dioxoisoindolin-2-yl)-N-(thieno[2,3-c]pyridin-2-yl)-2-(p-tolyl)propanamide O=C1N(C(C2=CC=CC=C12)=O)CC(C(=O)NC1=CC=2C(=CN=CC2)S1)C1=CC=C(C=C1)C